C(C)(C)(C)NC1=NC(=NC(=N1)NC1=CC(=NC=C1)C(C)(F)F)C1=NC(=CC=C1)C(F)(F)F tert-Butyl-N'-[2-(1,1-difluoro-ethyl)-pyridin-4-yl]-6-(6-trifluoromethyl-pyridin-2-yl)-[1,3,5]triazine-2,4-diamine